benzyl (2,5-dioxopyrrolidin-1-yl)carboxylate O=C1N(C(CC1)=O)C(=O)OCC1=CC=CC=C1